4-(6-chloro-8-fluoro-4-(1,4-oxazepan-4-yl)-2-((tetra-hydro-1H-pyrrolizin-7a(5H)-yl)methoxy)quinazolin-7-yl)-7-fluorobenzo[d]thiazol-2-amine ClC=1C=C2C(=NC(=NC2=C(C1C1=CC=C(C2=C1N=C(S2)N)F)F)OCC21CCCN1CCC2)N2CCOCCC2